tert-butyl (R)-4-(2-(2,6-dioxopiperidin-3-yl)-1,4-dioxo-1,2,3,4-tetrahydro-5H-pyrrolo[3,4-c]pyridin-5-yl)piperidine-1-carboxylate O=C1NC(CC[C@H]1N1CC=2C(N(C=CC2C1=O)C1CCN(CC1)C(=O)OC(C)(C)C)=O)=O